C12(CC3CC(CC(C1)C3)C2)[C@@H](C(=O)OC)N methyl (2S)-2-(1-adamantyl)-2-amino-acetate